N=1C=CN2C1C(=CC=C2)C(=O)N [4,2,4]triazolo[4,3-a]pyridine-8-carboxamide